C(CCCCCCC)SC1=NC(=NC(=N1)SCCCCCCCC)NC1=CC(=C(C(=C1)C(C)(C)C)O)C(C)(C)C 4-[[4,6-bis(octylthio)-1,3,5-triazin-2-yl]amino]-2,6-Ditertiary butylphenol